CCC(CCCC=CCCC)C(=O)OC(C)(C)C T-butyl undec-7-ene-3-carboxylate